2,4-dibutyl-1,3-dithietane-1,1,3,3-tetraoxide C(CCC)C1S(C(S1(=O)=O)CCCC)(=O)=O